C(=O)(O)[C@H](CC(=O)N1CC2=CC(=C(C(=C2C1)F)OCCCOC=1C=C2CN(CC2=CC1O)C(C[C@@H](C(=O)O)C)=O)OC)C (S)-4-(5-(3-((2-((S)-3-carboxybutanoyl)-4-fluoro-6-methoxyisoindolin-5-yl)oxy)propoxy)-6-hydroxyisoindolin-2-yl)-2-methyl-4-oxobutanoic acid